4-fluorophenoxyphenol FC1=CC=C(OC2=C(C=CC=C2)O)C=C1